2-(methylcarbamoyl)acetic acid CNC(=O)CC(=O)O